C1(CC=CC1)CCC(=O)O 3-cyclopent-3-en-1-yl-propionic acid